C(C)N1N=C(C=C1C=1C=CC2=C(NC3=C(C=C(C=C23)C(=O)N)OC)N1)C 2-(1-ethyl-3-methyl-1H-pyrazol-5-yl)-8-methoxy-9H-pyrido[2,3-b]Indole-6-amide